diethyl (4-methyl-1-oxo-1-(p-tolylamino)pentan-2-yl)phosphonate CC(CC(C(NC1=CC=C(C=C1)C)=O)P(OCC)(OCC)=O)C